2-[[2-[4-cyano-2-(2-methyl-6-pyridin-2-ylpyridin-4-yl)oxyphenyl]pyrimidin-5-yl]methylamino]acetamide C(#N)C1=CC(=C(C=C1)C1=NC=C(C=N1)CNCC(=O)N)OC1=CC(=NC(=C1)C1=NC=CC=C1)C